N-((1r,4r)-4-(3-chloro-4-cyanophenoxy)cyclohexyl)-6-(4-(hydroxymethyl)-4-methylpiperidin-1-yl)pyridazine-3-carboxamide ClC=1C=C(OC2CCC(CC2)NC(=O)C=2N=NC(=CC2)N2CCC(CC2)(C)CO)C=CC1C#N